2-(2-ethylphenylsulfonamido)-5-(4-ethylpiperazin-1-yl)benzoic acid C(C)C1=C(C=CC=C1)S(=O)(=O)NC1=C(C(=O)O)C=C(C=C1)N1CCN(CC1)CC